(S)-1-(benzo[d]thiazol-2-yl)-5-guanidino-1-oxopentan S1C(=NC2=C1C=CC=C2)C(CCCCNC(=N)N)=O